3,5-dichloropyrazine-2-formaldehyde ClC=1C(=NC=C(N1)Cl)C=O